FC1=C(C=CC(=C1F)B1OC(C(O1)(C)C)(C)C)C=1C=NN(C1C)CCOC 4-(2,3-difluoro-4-(4,4,5,5-tetramethyl-1,3,2-dioxaborolan-2-yl)phenyl)-1-(2-methoxyethyl)-5-methyl-1H-pyrazole